N-(3-chloro-4-(4-(dimethylglycyl)piperazine-1-carbonyl)phenyl)-5-(2-fluoro-4-(fluoromethoxy)phenyl)-1-methyl-1H-imidazole-2-carboxamide ClC=1C=C(C=CC1C(=O)N1CCN(CC1)C(CN(C)C)=O)NC(=O)C=1N(C(=CN1)C1=C(C=C(C=C1)OCF)F)C